ClC=1C(=NOC1C)NS(=O)(=O)C1=C(C=CC=C1)C1=C(C=C(C=C1)CN1C(=NC(=C1C(=O)OC)CC)CCC)COCC methyl 1-((2'-(N-(4-chloro-5-methylisoxazol-3-yl)sulfamoyl)-2-(ethoxymethyl)-[1,1'-biphenyl]-4-yl)methyl)-4-ethyl-2-propyl-1H-imidazole-5-carboxylate